(R)-4-(2-(6-methoxy-1H-pyrrolo[2,3-b]pyridin-4-yl)-6-(1-(methylsulfonyl)piperidin-4-yl)pyrimidin-4-yl)-3-methylmorpholine COC1=CC(=C2C(=N1)NC=C2)C2=NC(=CC(=N2)N2[C@@H](COCC2)C)C2CCN(CC2)S(=O)(=O)C